(3Z)-11-chloro-3-undecene-1-ol ClCCCCCCC\C=C/CCO